tert-butyl (2-(2-(2-(4-(((2,4-diaminopteridin-6-yl)methyl)(methyl)amino)benzamido)ethoxy)ethoxy)ethyl)carbamate NC1=NC2=NC=C(N=C2C(=N1)N)CN(C1=CC=C(C(=O)NCCOCCOCCNC(OC(C)(C)C)=O)C=C1)C